FC=1C=C(CN2N=C(C=C2)C(=O)NC2C(N(C=3N(CC2)C=CN3)C)=O)C=CC1F 1-(3,4-difluorobenzyl)-N-(9-methyl-8-oxo-6,7,8,9-tetrahydro-5H-imidazo[1,2-a][1,3]diazepin-7-yl)-1H-pyrazole-3-carboxamide